(17R,21alpha)-ajmalan-17,21-diol C1=2[C@]34[C@@H]([C@@H]5[C@H](C3)N3[C@@H]([C@@H](CC)[C@@H]5C[C@H]3[C@@H]4N(C)C1=CC=CC2)O)O